C(C1=CC=CC=C1)C=1NC(=NN1)C=1C=C(OC2=CC=C3C(=N2)C(=CN3)C=O)C=CC1 5-(3-(5-Benzyl-4H-1,2,4-triazol-3-yl)phenoxy)-1H-pyrrolo[3,2-b]pyridine-3-carbaldehyde